2-(1-(fluoromethyl)-1H-pyrazol-4-yl)-5-((trimethylsilyl)ethynyl)pyrimidine FCN1N=CC(=C1)C1=NC=C(C=N1)C#C[Si](C)(C)C